3-(tert-butyl) 9-methyl (R)-8-nitro-1,2,4a,5-tetrahydrobenzo[b]pyrazino-[1,2-d][1,4]oxazine-3,9(4H)-dicarboxylate [N+](=O)([O-])C=1C(=CC2=C(OC[C@@H]3N2CCN(C3)C(=O)OC(C)(C)C)C1)C(=O)OC